C(C)(C)(C)C=1C=C(C=C(C1O)C(C)(C)C)CCC(=O)NC(CCC)NC(CCC1=CC(=C(C(=C1)C(C)(C)C)O)C(C)(C)C)=O N,N'-bis-(3-(3,5-di-tert-butyl-4-hydroxyphenyl)propionyl)butanediamine